CN1CCN(CC1)CCCC(=O)[O-] 4-(4-methylpiperazin-1-yl)butanoate